1-(hydroxymethyl)-N-methyl-N-(1-methyl-1H-pyrazol-3-yl)cyclopropane-1-sulfonamide OCC1(CC1)S(=O)(=O)N(C1=NN(C=C1)C)C